tert-butyl 6-oxo-4-(4,4,5,5-tetramethyl-1,3,2-dioxaborolan-2-yl)-2,3-dihydropyridine-1-carboxylate O=C1C=C(CCN1C(=O)OC(C)(C)C)B1OC(C(O1)(C)C)(C)C